2-(Benzyl-(butyl)amino)-1-(6-(benzyloxy)pyridin-3-yl)ethan-1-ol C(C1=CC=CC=C1)N(CC(O)C=1C=NC(=CC1)OCC1=CC=CC=C1)CCCC